FC1=CC=C(C=C1)N1N=CC2=C1C=C1CCN(C[C@]1(C2)C(=O)OC)S(=O)(=O)C2=CC=C(C)C=C2 (R)-methyl 1-(4-fluorophenyl)-6-tosyl-4,4a,5,6,7,8-hexahydro-1H-pyrazolo[3,4-g]isoquinoline-4a-carboxylate